(Z)-7-(5-(3-chloro-2-methoxybenzylidene)-2,4-dioxathiazolidine-3-yl)-N-hydroxyheptanamide ClC=1C(=C(\C=C/2\ON(OS2)CCCCCCC(=O)NO)C=CC1)OC